4-{[(3R)-3-aminopiperidin-1-yl]methyl}-N-{4-[4-(piperidin-1-yl)-7H-pyrrolo[2,3-d]pyrimidin-6-yl]phenyl}pyridine-2-carboxamide N[C@H]1CN(CCC1)CC1=CC(=NC=C1)C(=O)NC1=CC=C(C=C1)C1=CC2=C(N=CN=C2N2CCCCC2)N1